COC1=CC=C(C=C1)C=1C2=CC=CC=C2C=C2C=CC=CC12 9-(4-methoxyphenyl)anthracene